1-phenyl-3-methyl-4-o-chlorobenzyl-5-pyrazolone N(4)-methyl-thiosemicarbazone CNC(NN=C1C(C(=NN1C1=CC=CC=C1)C)CC1=C(C=CC=C1)Cl)=S